6-((1-acetylpiperidin-4-yl)amino)-2-(cyclopropylethynyl)pyrimidine-4-carboxylic acid C(C)(=O)N1CCC(CC1)NC1=CC(=NC(=N1)C#CC1CC1)C(=O)O